C(C)(C)(C)C1=CC=C(CC=2C(OC3=CC(=CC=C3C2C)OCC(CN2CCC(CC2)C(=O)N)O)=O)C=C1 1-(3-((3-(4-(tert-butyl)benzyl)-4-methyl-2-oxo-2H-chromen-7-yl)oxy)-2-hydroxypropyl)piperidine-4-carboxamide